6-((4-((tert-butyldiphenylsilyl)oxy)butyl)(methyl)amino)-9-(2-((2-(octanoyloxy)-hexyl)thio)ethyl)-3-pentyltetradecyl octanoate C(CCCCCCC)(=O)OCCC(CCC(CCC(CCCCC)CCSCC(CCCC)OC(CCCCCCC)=O)N(C)CCCCO[Si](C1=CC=CC=C1)(C1=CC=CC=C1)C(C)(C)C)CCCCC